ClC1=C(C=C(C=C1)N1CC(C2=NC(=CC=C21)C(=O)N2C[C@H]([C@@H](CC2)CC(=O)O)OC)(C)C)F ((3S,4S)-1-(1-(4-chloro-3-fluorophenyl)-3,3-dimethyl-2,3-dihydro-1H-pyrrolo[3,2-b]pyridine-5-carbonyl)-3-methoxypiperidin-4-yl)acetic acid